7-fluoro-1,4,4,9-tetramethyl-8-(3-(2,2,2-trifluoroethyl)-1H-indol-7-yl)-4,5-dihydro-[1,2,4]triazolo[4,3-a]quinoxaline FC=1C=C2NC(C=3N(C2=C(C1C=1C=CC=C2C(=CNC12)CC(F)(F)F)C)C(=NN3)C)(C)C